O1C=C(C=C1)C1=NN=C(N=N1)CNC(OC(C)(C)C)=O tert-butyl ((6-(furan-3-yl)-1,2,4,5-tetrazin-3-yl)methyl)carbamate